(S)-N-((S)-(3-Fluoro-5-methoxyphenyl)-2-hydroxyethyl)-2-(7-(5-methyl-2-((1-methyl-1H-pyrazol-5-yl)amino)pyrimidin-4-yl)-1-oxo-3,4-dihydropyrrolo[1,2-a]pyrazin-2(1H)-yl)propanamide FC=1C=C(C=C(C1)OC)[C@@H](CNC([C@H](C)N1C(C=2N(CC1)C=C(C2)C2=NC(=NC=C2C)NC2=CC=NN2C)=O)=O)O